tert-Butyl (trans-4-(3-hydroxypropoxy)cyclohexyl)carbamate OCCCO[C@@H]1CC[C@H](CC1)NC(OC(C)(C)C)=O